CN1CCN(CC1)CCCN2C3=CC=CC=C3SC4=C2C=C(C=C4)Cl The molecule is a member of the class of phenothiazines that is 10H-phenothiazine having a chloro substituent at the 2-position and a 3-(4-methylpiperazin-1-yl)propyl group at the N-10 position. It has a role as an antiemetic, a dopaminergic antagonist, an alpha-adrenergic antagonist, a cholinergic antagonist, a first generation antipsychotic, an EC 3.4.21.26 (prolyl oligopeptidase) inhibitor and a dopamine receptor D2 antagonist. It is an organochlorine compound, a N-alkylpiperazine, a N-methylpiperazine and a member of phenothiazines. It derives from a hydride of a 10H-phenothiazine.